Methyl 2-(1-methyl-6-nitro-indazol-3-yl)propanoate CN1N=C(C2=CC=C(C=C12)[N+](=O)[O-])C(C(=O)OC)C